FC(C(CC(O)C1=CC2=CC=CC=C2C=C1)O)(F)F 1,1,1-trifluoro-4-(2-naphthyl)-2,4-butandiol